FC(OC1=CC=C(OC2=C(C(=O)NC=3C=NC=CC3)C=C(C=N2)C(F)(F)F)C=C1)F 2-(4-(difluoromethoxy)phenoxy)-N-(pyridin-3-yl)-5-(trifluoromethyl)nicotinamide